2,4-diphenyl-6-[4-(4,4,5,5-tetramethyl-1,3,2-dioxaborolan-2-yl)phenyl]1,3,5-triazine C1(=CC=CC=C1)C1=NC(=NC(=N1)C1=CC=CC=C1)C1=CC=C(C=C1)B1OC(C(O1)(C)C)(C)C